FC(F)OCC(F)(F)F 2,2,2-trifluoroethyl difluoromethyl ether